C1(CCCC1)C1=CC(=NN1)NC1=NC(=NC=C1)N1C2CC(C1)(C2)CN2CC(C2)OC N-(5-Cyclopentyl-1H-pyrazol-3-yl)-2-[4-[(3-methoxyazetidin-1-yl)methyl]-2-azabicyclo[2.1.1]hexan-2-yl]pyrimidin-4-amine